4-cyclohexyl-Phenyldiphenylsulfonium camphorsulfonate C12(C(=O)CC(CC1)C2(C)C)CS(=O)(=O)[O-].C2(CCCCC2)C2=CC=C(C=C2)[S+](C2=CC=CC=C2)C2=CC=CC=C2